tert-butyl 2-(5-(4-((5-chloro-6-(2H-1,2,3-triazol-2-yl)pyridin-3-yl)carbamoyl)-5-(trifluoromethyl)-1H-pyrazol-1-yl)isoquinolin-1-yl)azetidine-1-carboxylate ClC=1C=C(C=NC1N1N=CC=N1)NC(=O)C=1C=NN(C1C(F)(F)F)C1=C2C=CN=C(C2=CC=C1)C1N(CC1)C(=O)OC(C)(C)C